2-(4-cyano-3-fluorophenyl)-3-(3-fluoro-4-methoxyphenyl)-6-(2,8-diazaspiro[4.5]dec-8-yl)isonicotinic acid C(#N)C1=C(C=C(C=C1)C=1C(=C(C(=O)O)C=C(N1)N1CCC2(CCNC2)CC1)C1=CC(=C(C=C1)OC)F)F